Methoxysilylpropyl-succinic anhydride CO[SiH2]CCCC1C(=O)OC(C1)=O